O[C@H]1C[C@@]2([C@](CC[C@H]2[C@@H]2CCC3=CC(C=C[C@@]3([C@@H]12)C)=O)(C(CO)=O)O)C (8S,9S,10R,11S,13S,14S,17R)-11,17-dihydroxy-17-(2-hydroxyacetyl)-10,13-dimethyl-6,7,8,9,10,11,12,13,14,15,16,17-dodecahydro-3H-cyclopenta[a]phenanthren-3-one